C(C)OC1=CC=C(C=C1)C(C)C 2-ethoxy-5-(propan-2-yl)benzene